Cyclohepta[1,2-b]Pyridine N1C=2C(=CC=C1)C=CC=CC2